(1S,10R)-12-methyl-10-[(7-methyl-1H-indazol-5-yl)methyl]-15,18-dioxa-9,12,24,26-tetrazapentacyclo[20.5.2.11,4.13,7.025,28]hentriaconta-3,5,7(30),22(29),23,25(28)-hexaene-8,11,27-trione CN1C([C@H](NC(C=2C=CC3=C(C[C@@]4(C(NC=5N=CC(CCCOCCOCC1)=CC45)=O)C3)C2)=O)CC=2C=C3C=NNC3=C(C2)C)=O